OCCC1(OCCO1)CCO 2-[2-(2-hydroxyethyl)-1,3-dioxolan-2-yl]ethan-1-ol